C(C)(C)(C)OC(=O)N1CCC(CC1)N1C=NC(=C1C1=C2C(=NC=C1)NC=C2)C2=CC=C(C=C2)F tert-butyl-4-(4-(4-fluorophenyl)-5-(1H-pyrrolo[2,3-b]pyridin-4-yl)-1H-imidazol-1-yl)piperidine-1-carboxylate